C1(=CC=CC=C1)C1(OC(OC1)=O)C=C 4-phenyl-4-vinyl-1,3-dioxolan-2-one